Cl.N[C@@H](CC(=O)OC)C(=O)N[C@H](C(=O)OC)CC1=CC=CC=C1 methyl (S)-3-amino-4-(((S)-1-methoxy-1-oxo-3-phenylpropan-2-yl)amino)-4-oxobutanoate hydrochloride